7-bromo-3-(bromomethyl)-4-methoxythieno[3,2-c]Pyridine-2-carboxylic acid ethyl ester C(C)OC(=O)C1=C(C=2C(=NC=C(C2S1)Br)OC)CBr